tert-butyl 2-[[3-chloro-5-[[2-(2,6-dioxo-3-piperidyl)-4-fluoro-1-oxo-isoindolin-5-yl]methylcarbamoylamino]phenoxy]methyl]prop-2-enoate ClC=1C=C(OCC(C(=O)OC(C)(C)C)=C)C=C(C1)NC(NCC=1C(=C2CN(C(C2=CC1)=O)C1C(NC(CC1)=O)=O)F)=O